IC=1N(C=C(N1)C(F)(F)F)C 2-iodo-1-methyl-4-(trifluoromethyl)-1H-imidazole